N1N=CC2=CC(=CC=C12)C1=NC(=NO1)C1=C(C=CC=C1)OC 5-(1H-indazol-5-yl)-3-(2-methoxyphenyl)-1,2,4-oxadiazole